2-(3-methoxybenzamido)-5-(5-nitrothiophen-2-yl)methyleneaminothiophene-3,4-dicarboxylic acid diethyl ester C(C)OC(=O)C1=C(SC(=C1C(=O)OCC)N=CC=1SC(=CC1)[N+](=O)[O-])NC(C1=CC(=CC=C1)OC)=O